4,5-dihydropyrazole-5-carboxylate N1N=CCC1C(=O)[O-]